benzyl-butylmethylamine C(C1=CC=CC=C1)N(C)CCCC